FC1(C[C@H]2[C@H]([C@H](OC=3C=CC(=CC23)O)C2=CC=C(C=C2)O)C1)F (3aR,4S,9bS)-2,2-Difluoro-4-(4-hydroxy-phenyl)-1,2,3,3a,4,9b-hexahydro-cyclopenta[c]chromen-8-ol